5-(4-tert-Butoxycarbonylpiperazin-1-yl)pyrazolo[1,5-a]pyrimidine-3-carboxylic acid C(C)(C)(C)OC(=O)N1CCN(CC1)C1=NC=2N(C=C1)N=CC2C(=O)O